FC=1C=CC=C2C=C(NC(C12)=O)CCCO 8-fluoro-3-(3-hydroxypropyl)isoquinolin-1(2H)-one